2-(4-chloro-3-fluorophenoxy)-N-[(3S,6R)-6-[5-(4,4,4-trifluorobutoxy)-1,3,4-oxadiazol-2-yl]piperidin-3-yl]acetamide ClC1=C(C=C(OCC(=O)N[C@@H]2CN[C@H](CC2)C=2OC(=NN2)OCCCC(F)(F)F)C=C1)F